FC(C=1C(=C(C=CC1)[C@@H](C)NC1=NC(=NC2=CC=C(C=C12)O[C@@H]1COCC1)C)F)F 4-(((R)-1-(3-(difluoromethyl)-2-fluorophenyl)ethyl)amino)-2-methyl-6-(((S)-tetrahydrofurane-3-yl)oxy)quinazoline